CN(C(/C=C/CC[C@@H](C(NC=1C(N(C=CC1)CC=1N(C2=NC=NC(=C2N1)CC(C)(C)C)C1OCCCC1)=O)=O)NC(OC)=O)=O)C methyl N-[(E,1S)-6-(dimethylamino)-1-[[1-[[6-(2,2-dimethylpropyl)-9-tetrahydropyran-2-yl-purin-8-yl]methyl]-2-oxo-3-pyridyl]carbamoyl]-6-oxo-hex-4-enyl]carbamate